[Si](C)(C)(C(C)(C)C)O[Si](C)(C)C(C)(C)C tert-Butyldimethylsilylether